NCC=1C=C(C=NC1)O 5-(aminomethyl)pyridin-3-ol